(3-(Phenoxymethyl)piperidin-1-yl)(4-(2-phenylthiazol-5-yl)tetrahydro-2H-pyran-4-yl)methanone O(C1=CC=CC=C1)CC1CN(CCC1)C(=O)C1(CCOCC1)C1=CN=C(S1)C1=CC=CC=C1